C(C)OC(CCN1N=CC(=C1)NC=1SC=C(N1)C1=CC=C(C=C1)N1C(NCC1)=O)=O 3-(4-{4-[4-(2-Oxo-imidazolidin-1-yl)-phenyl]-thiazol-2-ylamino}-pyrazol-1-yl)-propionic acid ethyl ester